Cl.NC(CNS(=O)(=O)C1=C(C=C(C(=C1)N1C(N(C(=CC1=O)C(F)(F)F)C)=O)F)Cl)C N-(2-aminopropyl)-2-chloro-4-fluoro-5-(3-methyl-2,6-dioxo-4-(trifluoromethyl)-3,6-dihydropyrimidin-1(2H)-yl)benzenesulfonamide hydrochloride